tert-butyl 6-(4,4,5,5-tetramethyl-1,3,2-dioxaborolan-2-yl)quinoline-4-carboxylate CC1(OB(OC1(C)C)C=1C=C2C(=CC=NC2=CC1)C(=O)OC(C)(C)C)C